3-chloro-1,3,3-trifluoropropene ClC(C=CF)(F)F